(2S)-3-cyclohexyl-2-[9H-fluoren-9-ylmethoxycarbonyl(methyl)amino]propanoic acid C1(CCCCC1)C[C@@H](C(=O)O)N(C)C(=O)OCC1C2=CC=CC=C2C=2C=CC=CC12